(1S,3S)-3-((6-(5-fluoro-3-(((methyl(propyl)carbamoyl)oxy)methyl)thiophen-2-yl)-2-Methylpyridin-3-yl)oxy)cyclohexane-1-carboxylic acid FC1=CC(=C(S1)C1=CC=C(C(=N1)C)O[C@@H]1C[C@H](CCC1)C(=O)O)COC(N(CCC)C)=O